C(C)(C)(C)[Si](OC[C@H]1NC([C@@H](N(C2=C(C1)C=C(C(=C2)O)OCCN2C(C1=CC=CC=C1C2=O)=O)C)C(C)C)=O)(C2=CC=CC=C2)C2=CC=CC=C2 2-{2-[(2S,5S)-5-{[tert-butylbis(phenyl)siloxy]methyl}-9-hydroxy-2-isopropyl-1-methyl-3-oxo-1,2,3,4,5,6-hexahydro-1,4-benzodiazocin-8-yloxy]ethyl}-1,3-isoindolinedione